[C-]1(C=CC=C1)C=1C=CC=C2C=C(CC12)C.[CH-]1C=CC=C1.[Fe+2] 7-(Ferrocen-1-yl)-2-methyl-1H-indene